(2R,5S)-1-((4-Chloro-2,5-difluorophenyl)(3,3-difluorocyclobutyl)methyl)-2,5-dimethylpiperazine hydrochloride Cl.ClC1=CC(=C(C=C1F)C(N1[C@@H](CN[C@H](C1)C)C)C1CC(C1)(F)F)F